BrC=1C=2C(N=C3N(C2C=CC1)C1=CC=C(C=C1C31CCCCC1)C1CCN(CC1)CC1CN(C1)C=1C=C3C(N(C(C3=CC1)=O)C1C(NC(CC1)=O)=O)=O)=O 5-(3-((4-(4'-bromo-5'-oxo-5'H-spiro[cyclohexane-1,7'-indolo[1,2-a]quinazolin]-9'-yl)piperidin-1-yl)methyl)azetidin-1-yl)-2-(2,6-dioxopiperidin-3-yl)isoindoline-1,3-dione